N-(3-(1H-imidazol-1-yl)benzyl)-4-((dimethylamino)methyl)-N-(3-methoxybenzyl)aniline N1(C=NC=C1)C=1C=C(CN(C2=CC=C(C=C2)CN(C)C)CC2=CC(=CC=C2)OC)C=CC1